trihydroxy-dimethoxyisoflavone OC=1C(=C(C(=C2C(C(=C(OC12)OC)C1=CC=CC=C1)=O)OC)O)O